C(CCC)[Sn](C=1OC=CC1)(CCCC)CCCC 2-(tri-n-butyl)stannyl-furan